N-(1,3-dimethylbutylidene)-3-(methyldimethoxysilyl)-1-propanamine CC(CC(C)C)=NCCC[Si](OC)(OC)C